C1=NC=CC2=CC(=CC=C12)NC(NC1=NC(=CC(=N1)NCCNS(=O)(=O)C)C)=O N-(2-((2-(3-(isoquinolin-6-yl)ureido)-6-methylpyrimidin-4-yl)amino)ethyl)methanesulfonamide